(E)-4-(4-hydroxystyryl)-1-(6-(prop-2-yn-1-yloxy)hexyl)pyridin-1-ium OC1=CC=C(/C=C/C2=CC=[N+](C=C2)CCCCCCOCC#C)C=C1